OCC(C(=O)N(C)C)OC1=CC=C2C(=CC(OC2=C1)=O)C1=C(C=CC=C1)C 3-hydroxy-N,N-dimethyl-2-[4-(o-tolyl)-2-oxo-2H-chromen-7-yl]oxy-propanamide